C(=C)[Si](OCC(C)C)(OCC(C)C)OCC(C)C vinyl-tris-isobutoxysilane